4-methoxy-2-naphthaldehyde COC1=CC(=CC2=CC=CC=C12)C=O